CC1=C(C(=C(C=C1CCC)O)C1[C@@H](C[C@@H](C(=C1)C)O)C(=C)C)O (1''R,2'R,4'S)-3,5'-Dimethyl-2'-(prop-1-en-2-yl)-4-propyl-1',2',3',4'-tetrahydro-[1,1'-biphenyl]-2,4',6-triol